ethyl 4-(5-(3-((4-chloro-2-(4-ethoxy-4-oxobutanoyl)-6-methoxyisoindolin-5-yl) oxy) propoxy)-4-fluoro-6-methoxybenzo[b]thiophen-2-yl)-4-oxobutanoate ClC1=C2CN(CC2=CC(=C1OCCCOC1=C(C2=C(SC(=C2)C(CCC(=O)OCC)=O)C=C1OC)F)OC)C(CCC(=O)OCC)=O